tetrasodium ethylenediamine tetraacetate C(C)(=O)ON(CCN(OC(C)=O)OC(C)=O)OC(C)=O.[Na].[Na].[Na].[Na]